C(C)(C)(C)OC(=O)N[C@H]1CC[C@H](C[C@@H]2N(C1=O)[C@@H](CC2)C(=O)OC)O Methyl (3S,6S,9R,10aR)-6-{[(tert-butoxy)carbonyl]amino}-9-hydroxy-5-oxo-decahydropyrrolo[1,2-a]azocine-3-carboxylate